N1(N=NC2=C1C=CC=C2)C2=NC(N(C1=CC(=C(C=C21)Cl)Br)C2=C(C=CC=C2)C(C)C)=O 4-(1H-benzo[d][1,2,3]triazol-1-yl)-7-bromo-6-chloro-1-(2-isopropylphenyl)quinazolin-2(1H)-one